[N+](=O)([O-])C=1N(C=CN1)CCCCCCN 6-(2-nitro-imidazole-1-yl)hexylamine